COC1=C2C=CC(OC2=CC=C1NC(=O)NC1=CC2=C(NC(=N2)C2=CC(=CC=C2)OC)C=C1)(C)C 1-(5-methoxy-2,2-dimethyl-2H-chromen-6-yl)-3-(2-(3-methoxyphenyl)-1H-benzo[d]imidazol-5-yl)urea